[1-(5-bromothiophen-2-yl)ethoxy](t-butyl)dimethylsilane BrC1=CC=C(S1)C(C)O[Si](C)(C)C(C)(C)C